1,2-di-(4-piperidyl)ethane N1CCC(CC1)CCC1CCNCC1